FC(C=1C=C(C2=C(OC(OC2=O)(C)C)C1)OCC1=CC=C(C=C1)OC)F 7-(difluoromethyl)-5-((4-methoxybenzyl)oxy)-2,2-dimethyl-4H-benzo[d][1,3]dioxin-4-one